5-(2-oxaspiro[3.3]heptan-6-yl)-5H-imidazo[5,1-a]isoindole C1OCC12CC(C2)C2N1C(C3=CC=CC=C23)=CN=C1